The molecule is a D-idopyranose in which the carbon bearing the anomeric hydroxy group has beta configuration. It is an enantiomer of a beta-L-idopyranose. C([C@@H]1[C@@H]([C@H]([C@@H]([C@@H](O1)O)O)O)O)O